(4-amino-7-fluoro-1,3-dihydrofuro[4,3-c]quinolin-8-yl)[(5S)-2-(1'-cyclopropyl-1',2',3,3',5',6'-hexahydrospiro[1-benzofuran-2,4'-pyridine]-5-yl)-5-methylhexahydropyridin-1-yl]methanone NC1=NC=2C=C(C(=CC2C2=C1COC2)C(=O)N2C(CC[C@@H](C2)C)C=2C=CC1=C(CC3(CCN(CC3)C3CC3)O1)C2)F